CNCC1=C(CN(C(=O)C=2N=CSC2)CC(NC=2C=C3CC4(C(NC5=NC=CC=C54)=O)CC3=CC2)=O)C=CC=C1 N-(2-((Methylamino)methyl)benzyl)-N-(2-oxo-2-((2'-oxo-1,1',2',3-tetrahydrospiro[indene-2,3'-pyrrolo[2,3-b]pyridin]-5-yl)amino)ethyl)thiazole-4-carboxamide